C1(CCCCC1)OC1=C(C(=O)O[C@@H]1[C@@H](O)CO)O cyclohexyl-ascorbate